(E)-1-Chloro-2,3,3-trifluoropropen Cl\C=C(/C(F)F)\F